N=1C=C(N2C1C=NC=C2)C2=CC(=C1C(=N2)SC(=C1N)[S@](=O)CCOC)C1=CC=NN1C (R)-6-(imidazo[1,2-a]pyrazin-3-yl)-2-((2-methoxyethyl)sulfinyl)-4-(1-methyl-1H-pyrazol-5-yl)thieno[2,3-b]pyridin-3-amine